ClC1=C(C=C(OCC(=O)NC2CC3(CN(C3)C(=O)[C@@H]3OC4=C([C@@H](C3)O)C=C(C=C4)Cl)C2)C=C1)F |r| 2-(4-chloro-3-fluorophenoxy)-N-{2-[rac-(2R,4R)-6-chloro-4-hydroxy-3,4-dihydro-2H-1-benzopyran-2-carbonyl]-2-azaspiro[3.3]heptan-6-yl}acetamide